(trifluoropropyl)(dimethylphenyl)quinoline tert-butyl-4-(7-bromo-5-fluoro-4-oxoquinazolin-3-yl)-2-methylpiperidine-1-carboxylate C(C)(C)(C)OC(=O)N1C(CC(CC1)N1C=NC2=CC(=CC(=C2C1=O)F)Br)C.FC(CCC=1C(=NC2=CC=CC=C2C1)C1=C(C(=CC=C1)C)C)(F)F